O=CCCCCCC#N 7-oxoheptanenitrile